C1(CCCCC1)CN1CCOCC1 4-(cyclohexylmethyl)morpholine